C(=O)OC1=CC2=C(OCO2)C(=C1)Br 7-Bromobenzo[d][1,3]dioxol-5-yl formate